C(C)O[Si]1(SCC(C1)C)OCC 2,2-diethoxy-4-methyl-1-thia-2-silacyclopentane